N1C(=NC2=C1C=CC=C2)C2=CC(=NN2CC2=CC=C(C=C2)OC)NC(=O)C=2C=CC(=NC2)N2CCC(CC2)C(=O)O 1-[5-[[5-(1H-benzimidazol-2-yl)-1-[(4-methoxyphenyl)methyl]pyrazol-3-yl]carbamoyl]-2-pyridyl]piperidine-4-carboxylic acid